7-(2-aminoethoxy)-1-cyclopropyl-6-fluoro-3-({[(3S)-1-(6-methylpyridin-3-yl)piperidin-3-yl][(2-methylpyridin-4-yl)methyl]amino}methyl)-1,4-dihydroquinolin-4-one NCCOC1=C(C=C2C(C(=CN(C2=C1)C1CC1)CN(CC1=CC(=NC=C1)C)[C@@H]1CN(CCC1)C=1C=NC(=CC1)C)=O)F